(6S)-N-((S)-3-oxo-1-((S)-2-oxopyrrolidin-3-yl)-4-(trifluoromethoxy)butan-2-yl)-5-(5,5,5-trifluoro-2-hydroxy-4-(trifluoromethyl)-pentanoyl)-5-azaspiro[2.4]heptane-6-carboxamide O=C([C@H](C[C@H]1C(NCC1)=O)NC(=O)[C@H]1N(CC2(CC2)C1)C(C(CC(C(F)(F)F)C(F)(F)F)O)=O)COC(F)(F)F